trimethyl-(16-((tetrahydro-2H-pyran-2-yl)oxy)hexadec-1-yn-1-yl)silane C[Si](C#CCCCCCCCCCCCCCCOC1OCCCC1)(C)C